2-amino-1-(3-methoxy-2,6-dimethylphenyl)-5,6-dimethyl-4-oxopyrrolo[3,2-c]pyridine NC1=CC=2C(N(C(=CC2N1C1=C(C(=CC=C1C)OC)C)C)C)=O